N-cyclopropyl-N-(2,2,2-trifluoroethyl)cyanamide C1(CC1)N(C#N)CC(F)(F)F